6-chloro-3-(3-(methylsulfinyl)phenyl)furo[3,2-b]pyridine ClC=1C=C2C(=NC1)C(=CO2)C2=CC(=CC=C2)S(=O)C